BrCC(=O)OC(C)(C)C tertiary butyl 2-bromoacetate